C(C)C=1C(NC=2C=C(C=NC2C1)CN1CCN(CC1)C=1C=CC(=NC1)C(=O)NC1CC2(C1)CCC2)=O 5-(4-((7-ethyl-6-oxo-5,6-dihydro-1,5-naphthyridin-3-yl)methyl)piperazin-1-yl)-N-(spiro[3.3]heptaN-2-yl)picolinamide